C(C)CC(CC(=O)OOC(C)C)=O.C(C)CC(CC(=O)OOC(C)C)=O diisopropoxy bis(ethyl acetoacetate)